4-(8-fluoroimidazo[1,2-a]pyridin-3-yl)-7-[[5-[(2R)-2-(1-hydroxy-1-methyl-ethyl)morpholin-4-yl]-2-pyridyl]amino]-2,3-dihydropyrrolo[3,4-c]pyridin-1-one FC=1C=2N(C=CC1)C(=CN2)C2=NC=C(C1=C2CNC1=O)NC1=NC=C(C=C1)N1C[C@@H](OCC1)C(C)(C)O